methyl 4-((2-cyano-5H-dibenzo[b,f]azepin-5-yl)methyl)benzoate C(#N)C1=CC2=C(N(C3=C(C=C2)C=CC=C3)CC3=CC=C(C(=O)OC)C=C3)C=C1